tert-butyl (4-(2-((1s,4s)-4-methoxycyclohexyl)vinyl)thiazol-2-yl)carbamate COC1CCC(CC1)C=CC=1N=C(SC1)NC(OC(C)(C)C)=O